5-(4-methylpiperazin-1-ylmethyl)-2-nitrobenzoic acid methyl ester hydrochloride salt Cl.COC(C1=C(C=CC(=C1)CN1CCN(CC1)C)[N+](=O)[O-])=O